(R)-ethyl 2-(2-((tert-butyloxycarbonyl)amino)propoxy)acetate C(C)(C)(C)OC(=O)N[C@@H](COCC(=O)OCC)C